(S)-4-amino-N-(6-bromo-2,3-dihydrobenzofuran-3-yl)-2-fluoro-N-methylpyrrolo[1,2-a]quinoxaline-8-carboxamide NC=1C=2N(C3=CC(=CC=C3N1)C(=O)N(C)[C@@H]1COC3=C1C=CC(=C3)Br)C=C(C2)F